CCCC(CO)O 4-methyl-1,2-butanediol